4-Fluoro-8-[(4-methylpiperazin-1-yl)methyl]-5-(2,2,2-trifluoroethyl)pyrido[3,2-b]indole-3-carbonitrile FC1=C(C=NC2=C1N(C=1C=CC(=CC21)CN2CCN(CC2)C)CC(F)(F)F)C#N